O1C(CCCC1)N1N=CC(=C1)C1=CC=C(C2=C1N=CS2)C2=CC=C(N=N2)N2CC1(C2)CN(CCC1)C(=O)OC(C)(C)C tert-butyl 2-(6-{4-[1-(oxan-2-yl) pyrazol-4-yl]-1,3-benzothiazol-7-yl} pyridazin-3-yl)-2,6-diazaspiro[3.5]nonane-6-carboxylate